7-(2,8-dimethylimidazo[1,2-b]pyridazin-6-yl)-5-fluoro-3-[(1S,4S)-5-methyl-2,5-diazabicyclo[2.2.1]heptan-2-yl]cinnoline CC=1N=C2N(N=C(C=C2C)C2=CC(=C3C=C(N=NC3=C2)N2[C@@H]3CN([C@H](C2)C3)C)F)C1